[Cr].[Al].[Co].[Ni] nickel-cobalt-aluminum-chromium